3-(5-(1-(1-(Tert-Butoxycarbonyl)piperidin-4-yl)-1H-pyrazol-4-yl)-3-hydroxypicolinamido)-2,2-dimethylpropionic acid C(C)(C)(C)OC(=O)N1CCC(CC1)N1N=CC(=C1)C=1C=C(C(=NC1)C(=O)NCC(C(=O)O)(C)C)O